(S)-N-(2,3-dihydro-1H-inden-1-yl)-4-methyl-2-(piperazin-1-yl)benzo[d]thiazole-6-carboxamide [C@@H]1(CCC2=CC=CC=C12)NC(=O)C1=CC2=C(N=C(S2)N2CCNCC2)C(=C1)C